(3-phenylpropyl)-2-(pyridin-3-yl)-1H-benzo[d]Imidazole-4-carboxamide C1(=CC=CC=C1)CCCN1C(=NC2=C1C=CC=C2C(=O)N)C=2C=NC=CC2